C(C1=CC=CC=C1)(=O)N1C(=NCC1)C1=C(C=CC=C1)C(=O)C1=CC=C(C=C1)Cl (2-(1-benzoyl-4,5-dihydro-1H-imidazol-2-yl)phenyl)(4-chlorophenyl)methanone